4-(7-(3-(((tert-butoxycarbonyl)amino)methyl)-2-fluorophenyl)imidazo[5,1-b]thiazol-5-yl)benzoic acid C(C)(C)(C)OC(=O)NCC=1C(=C(C=CC1)C=1N=C(N2C1SC=C2)C2=CC=C(C(=O)O)C=C2)F